N-((1S)-1-cyclohexyl-2-((2-(4-(2-hydroxypropan-2-yl)-2-oxoimidazolidin-1-yl)-2-(methylcarbamoyl)-2,3-dihydro-1H-inden-5-yl)amino)-2-oxoethyl)-1-methyl-1H-pyrazole-5-carboxamide C1(CCCCC1)[C@@H](C(=O)NC=1C=C2CC(CC2=CC1)(C(NC)=O)N1C(NC(C1)C(C)(C)O)=O)NC(=O)C1=CC=NN1C